Methyl-(5S)-2-(3-chloro-4-fluorobenzyl)-3-oxo-2,5,6,7-tetrahydro-3H-pyrrolo[2,1-c][1,2,4]triazole-5-carboxylate COC(=O)[C@@H]1CCC2=NN(C(N21)=O)CC2=CC(=C(C=C2)F)Cl